Diphenyliodonium p-toluenesulfonate salt CC1=CC=C(C=C1)S(=O)(=O)[O-].C1(=CC=CC=C1)[I+]C1=CC=CC=C1